Gadolinium 2,2',2''-{10-[(1S)-4-(4-butoxyphenyl)-1-carboxybutyl]-1,4,7,10-tetraazacyclododecan-1,4,7-triyl}triacetat C(CCC)OC1=CC=C(C=C1)CCC[C@@H](C(=O)O)N1CCN(CCN(CCN(CC1)CC(=O)[O-])CC(=O)[O-])CC(=O)[O-].[Gd+3]